C(C)(=O)OCC1(CC1)CCCC(C(CBr)=O)(C)C1=CC(=CC=C1)Br (1-(6-bromo-4-(3-bromophenyl)-4-methyl-5-oxohexyl)cyclopropyl)methyl acetate